OCC1CC(CC(C1)CO)CO cis-1,3,5-tris(hydroxymethyl)cyclohexane